5-Chloro-3-ethyl-2-(4-(trifluoromethyl)pyrimidin-5-yl)-3H-imidazo[4,5-b]pyridin ClC1=CC=C2C(=N1)N(C(=N2)C=2C(=NC=NC2)C(F)(F)F)CC